C1(CC1)CC1=C(C(=NN1C=1SC=C(N1)C(=O)O)C=1C=C(C=CC1)C1=CC=C(C=C1)CC(C)C)CC1=CC(=C(C=C1)S(N)(=O)=O)F 2-(5-(cyclopropylmethyl)-4-(3-fluoro-4-sulfamoylbenzyl)-3-(4'-isobutyl-[1,1'-biphenyl]-3-yl)-1H-pyrazol-1-yl)thiazole-4-carboxylic acid